(S)-(2-(3-methoxyphenyl)pyrrolidine) COC=1C=C(C=CC1)[C@H]1NCCC1